((2R,3S,5R)-3-[3-(1-adamantyl)propoxycarbonyloxy]-5-(6-amino-2-fluoro-9H-purin-9-yl)-2-ethynyltetrahydrofuran-2-yl)methyl 3-(1-adamantyl)propyl carbonate C(OC[C@]1(O[C@H](C[C@@H]1OC(=O)OCCCC12CC3CC(CC(C1)C3)C2)N2C3=NC(=NC(=C3N=C2)N)F)C#C)(OCCCC23CC1CC(CC(C2)C1)C3)=O